pentane-1,1,2,3,4,5-hexaol C(C(C(C(CO)O)O)O)(O)O